methyl 1-ethoxy-7-((methylsulfonyl) oxy)-1,4a,5,7a-tetrahydrocyclopenta[c]pyran-4-carboxylate C(C)OC1OC=C(C2C1C(=CC2)OS(=O)(=O)C)C(=O)OC